ClC1=CC(=CC(=N1)N1CCN(CC1)S(=O)(=O)C=1C=C2CCNC2=CC1)C(F)(F)F 5-[4-[6-Chloro-4-(trifluoromethyl)-2-pyridyl]piperazin-1-yl]sulfonylindoline